N1(CCC1)C1=NC2=C(N1)C=C(C=C2C(=O)NC2=C(C(=CC=C2)Cl)C)NC(=O)C2=C(C=CC=C2)C(F)(F)F 2-(azetidin-1-yl)-N-(3-chloro-2-methylphenyl)-6-({[2-(trifluoromethyl)phenyl]carbonyl}amino)-1H-benzimidazole-4-carboxamide